racemic-5-(((8-(4-(trifluoromethyl)phenyl)pyrido[3,4-b]pyrazin-5-yl)amino)methyl)pyrrolidin-2-one FC(C1=CC=C(C=C1)C1=CN=C(C2=NC=CN=C21)NC[C@H]2CCC(N2)=O)(F)F |r|